2,7-dibromo-9,9-bis(6-((4-vinyl-benzyl)oxy)naphthalene-2-yl)-9H-fluorene BrC1=CC=2C(C3=CC(=CC=C3C2C=C1)Br)(C1=CC2=CC=C(C=C2C=C1)OCC1=CC=C(C=C1)C=C)C1=CC2=CC=C(C=C2C=C1)OCC1=CC=C(C=C1)C=C